4-((1S,2S)-2-(6-(2,4-dioxo-1,2,3,4-tetrahydropyrimidin-5-yl)-3-fluoroimidazo[1,2-b]pyridazin-8-yl)cyclopropyl)benzonitrile O=C1NC=C(C(N1)=O)C=1C=C(C=2N(N1)C(=CN2)F)[C@@H]2[C@H](C2)C2=CC=C(C#N)C=C2